2-(2,6-diisopropylphenyl)-5-(piperidin-1-yl)imidazo[1,5-a]pyridin-3-ylidenegold(I) chloride C(C)(C)C1=C(C(=CC=C1)C(C)C)N1C(N2C(C=CC=C2N2CCCCC2)=C1)=[Au-2]Cl